2-(2-isopropyl-5-methylcyclohexyl)-2-(3,3,3-tris(4-chlorophenyl)propyl)-1-ethoxy-3-methoxy-propane C(C)(C)C1C(CC(CC1)C)C(COCC)(COC)CCC(C1=CC=C(C=C1)Cl)(C1=CC=C(C=C1)Cl)C1=CC=C(C=C1)Cl